(benzofuran-5-yl)-N-(1H-indol-3-yl)isoindoline-2-carboxamide O1C=CC2=C1C=CC(=C2)C2N(CC1=CC=CC=C21)C(=O)NC2=CNC1=CC=CC=C21